1-(5-bromo-4-methyl-1H-benzotriazol-1-yl)-2-methylpropan-2-ol BrC1=C(C2=C(N(N=N2)CC(C)(O)C)C=C1)C